FC1=C(C2=C(C(N(S2(=O)=O)C)(C(F)(F)F)O)C=C1)C 6-fluoro-3-hydroxy-2,7-dimethyl-3-(trifluoromethyl)-2,3-dihydrobenzo[d]isothiazole-1,1-dioxide